C1[C@@H]([C@H](O[C@H]1N2C=C(C(=O)NC2=O)C(F)(F)F)CO)O 5-trifluoro-2'-deoxythymidine